ICCCCCCCCCCCI 1,11-diiodoundecane